ClCC(=O)N1C(CN(CC1)C1=NC(=NC(=N1)N[C@H](CNC1=C(C(=CC=C1)F)F)CCO)NC)C(=O)NCC1C(NCC1)=O 1-(2-Chloroacetyl)-4-(4-(((S)-1-((2,3-difluorophenyl)amino)-4-hydroxybut-2-yl)amino)-6-(methylamino)-1,3,5-triazin-2-yl)-N-((2-oxopyrrolidin-3-yl)methyl)piperazine-2-carboxamide